5-(4-(2-(3-Methoxyphenyl)-2-oxoethoxy)benzyl)thiazolidine-2,4-dione COC=1C=C(C=CC1)C(COC1=CC=C(CC2C(NC(S2)=O)=O)C=C1)=O